methyl 2-((2-(6-((4-chloro-2-fluorobenzyl)oxy)pyridin-2-yl)-2,6-dihydropyrrolo[3,4-c]pyrazol-5(4H)-yl)methyl)-1-((3-methoxyoxetan-3-yl)methyl)-1H-benzo[d]imidazole-6-carboxylate ClC1=CC(=C(COC2=CC=CC(=N2)N2N=C3C(=C2)CN(C3)CC3=NC2=C(N3CC3(COC3)OC)C=C(C=C2)C(=O)OC)C=C1)F